5-(hydroxymethyl)-7-nitro-2-phenyl-1H-indole OCC=1C=C2C=C(NC2=C(C1)[N+](=O)[O-])C1=CC=CC=C1